(2R,11aS)-8-hydroxy-7-methoxy-2-(trifluoromethyl)-1,2,3,10,11,11a-hexahydro-5H-benzo[e]pyrrolo[1,2-a][1,4]diazepin-5-one OC=1C(=CC2=C(NC[C@H]3N(C2=O)C[C@@H](C3)C(F)(F)F)C1)OC